5-bromo-3-iodo-2H-pyrazolo[3,4-C]pyridine BrC1=CC=2C(C=N1)=NNC2I